2-phenyl-3-butanone C1(=CC=CC=C1)C(C)C(C)=O